2,5-bis(isocyanatomethyl)-bicyclo[2.2.1]-heptane N(=C=O)CC1C2CC(C(C1)C2)CN=C=O